6-((5-chloro-6-methoxypyridin-3-yl)methyl)-3-(5-(4,4,5,5-tetramethyl-1,3,2-dioxaborolan-2-yl)pyridin-2-yl)-3,6-diazabicyclo[3.1.1]Heptane ClC=1C=C(C=NC1OC)CN1C2CN(CC1C2)C2=NC=C(C=C2)B2OC(C(O2)(C)C)(C)C